(R)-2-bromoethoxy-2-methoxyacetaldehyde BrCCO[C@H](C=O)OC